3,4-epoxy-1-pentene C=CC1C(C)O1